N-(2-(4-(1H-pyrrolo[2,3-b]pyridin-4-yl)phenyl)-2-(4-chlorophenyl)-2-hydroxyethyl)-2-amino-N-methylacetamide N1C=CC=2C1=NC=CC2C2=CC=C(C=C2)C(CN(C(CN)=O)C)(O)C2=CC=C(C=C2)Cl